ICC[C@@H]1NC2=C(OC1)C=C(C=C2[N+](=O)[O-])S(=O)(=O)N (S)-3-(2-iodoethyl)-5-nitro-3,4-dihydro-2H-benzo[b][1,4]-oxazine-7-sulfonamide